N(=[N+]=[N-])CC1=CC=C(C=N1)N1C[C@@H](CCC1)N(C(OC(C)(C)C)=O)CC1CCC1 tert-butyl N-[(3R)-1-[6-(azidomethyl)-3-pyridyl]-3-piperidyl]-N-(cyclobutylmethyl)carbamate